benzyl N-((((bis(benzyloxy)phosphoryl)oxy)methoxy)carbonyl)-N-(3-((tert-butyldimethylsilyl)oxy)-2,2-dimethylpropyl)glycinate C(C1=CC=CC=C1)OP(=O)(OCC1=CC=CC=C1)OCOC(=O)N(CC(=O)OCC1=CC=CC=C1)CC(CO[Si](C)(C)C(C)(C)C)(C)C